N-Methyl-3-(2-methyl-1H-imidazol-5-yl)-4-[3-(trifluoromethyl)phenoxy]benzenesulfonamide CNS(=O)(=O)C1=CC(=C(C=C1)OC1=CC(=CC=C1)C(F)(F)F)C1=CN=C(N1)C